N1=NC(=CC2=C1NC1(C2)CNC1)C1=C(C=CC=C1)O 2-{5',7'-dihydrospiro[azetidine-3,6'-pyrrolo[2,3-c]pyridazin]-3'-yl}phenol